3-(2-hydroxyethyl)-1,2-dimethyl-1H-benzimidazole OCCN1C(N(C2=C1C=CC=C2)C)C